N[C@@H](CO)[C@@H](\C=C\CCCCCCCCCCCCCCCCCCCCCCCCCCCC)O (2S,3R,E)-2-aminotritriacont-4-ene-1,3-diol